C(C1=CC=CC=C1)OC=1C=C(C=CC1[N+](=O)[O-])O 3-(benzyloxy)-4-nitrophenol